1-methyl-1H-benzo[d]imidazole-7-carboxylic acid CN1C=NC2=C1C(=CC=C2)C(=O)O